2-(4-chloro-3-fluorophenoxy)-N-[3-(2-{[6-(methanesulfonyl)pyridin-3-yl]oxy}acetamido)bicyclo[1.1.1]pentan-1-yl]acetamide ClC1=C(C=C(OCC(=O)NC23CC(C2)(C3)NC(COC=3C=NC(=CC3)S(=O)(=O)C)=O)C=C1)F